FC(OC1=CC=CC=2C(N([C@H]3C=4N([C@@H](C21)C3)C3=C(N4)C=CC(=C3)C#CC3COCC3)C([2H])([2H])[2H])=O)F (7R,14R)-1-(difluoromethoxy)-6-(methyl-d3)-11-((tetrahydrofuran-3-yl)ethynyl)-6,7-dihydro-7,14-methanobenzo[f]benzo[4,5]imidazo[1,2-a][1,4]diazocin-5(14H)-one